2-benzyl-2-(((2R,3S,4R,5R)-5-(2-chloro-6-(pyrrolidin-1-yl)-9H-purin-9-yl)-3-ethynyl-3,4-dihydroxytetrahydrofuran-2-yl)methoxy)malonic acid C(C1=CC=CC=C1)C(C(=O)O)(C(=O)O)OC[C@H]1O[C@H]([C@@H]([C@@]1(O)C#C)O)N1C2=NC(=NC(=C2N=C1)N1CCCC1)Cl